7-bromo-6-(dimethylamino)quinazoline-2,4(1H,3H)-dione BrC1=C(C=C2C(NC(NC2=C1)=O)=O)N(C)C